1-{[6-(2-[18F]fluoroethoxy)naphthalen-2-yl]methyl}guanidine, formic acid salt C(=O)O.[18F]CCOC=1C=C2C=CC(=CC2=CC1)CNC(=N)N